5-ethynyl-6-fluoro-4-[8-fluoro-2-{[(2R,7aS)-2-fluorotetrahydro-1H-pyrrolizin-7a(5H)-yl]methoxy}-4-(8-oxa-3-azabicyclo[3.2.1]octan-3-yl)pyrido[4,3-d]pyrimidin-7-yl]quinolin-2-amine C(#C)C1=C2C(=CC(=NC2=CC=C1F)N)C1=C(C=2N=C(N=C(C2C=N1)N1CC2CCC(C1)O2)OC[C@]21CCCN1C[C@@H](C2)F)F